ClC1=C(C=NN1C1=CC=C(C=C1)Cl)N 5-chloro-1-(4-chlorophenyl)-1H-pyrazol-4-amine